N-(2-Acetyl-3-oxobutyl)-2-propenamide C(C)(=O)C(CNC(C=C)=O)C(C)=O